1-azido-14-(13-azido-2,5,8,11-tetraoxatridecyl)-14-methyl-3,6,9,12,16-pentaoxaoctadecane-18-al N(=[N+]=[N-])CCOCCOCCOCCOCC(COCC=O)(C)COCCOCCOCCOCCN=[N+]=[N-]